[Ir](Cl)(Cl)Cl.C(=O)(P(C1=CC=CC=C1)(C1=CC=CC=C1)C1=CC=CC=C1)P(C1=CC=CC=C1)(C1=CC=CC=C1)C1=CC=CC=C1 carbonyl-bis(triphenylphosphine) iridium chloride